C(C)OC(=O)C1=CN(C=C(C1=O)C1=CC=C(C=C1)Br)CC1CCOCC1 5-(4-bromophenyl)-4-oxo-1-(tetrahydro-2H-pyran-4-ylmethyl)-1,4-dihydropyridine-3-carboxylic acid ethyl ester